1-(2-(difluoromethoxy)-5-nitrophenyl)ethanone FC(OC1=C(C=C(C=C1)[N+](=O)[O-])C(C)=O)F